The molecule is a HETE that consists of arachidonic acid bearing a hydroxy substituent at position 18. It derives from an icosa-5,8,11,14-tetraenoic acid. It is a conjugate acid of a 18-HETE(1-). CCC(CC/C=C\\C/C=C\\C/C=C\\C/C=C\\CCCC(=O)O)O